C(C)(C)(C)OC(=O)N1C[C@@H](N(CC1)C=1C2=C(N=CN1)N(C=C2N2CCCC2)C2=CC(=C(C(=C2)F)C)F)C (S)-4-(7-(3,5-difluoro-4-methylphenyl)-5-(pyrrolidin-1-yl)-7H-pyrrolo[2,3-d]pyrimidin-4-yl)-3-methylpiperazine-1-carboxylic acid tert-butyl ester